3-(5-(tert-butyl)isoxazol-4-yl)-5-fluorobenzoic acid C(C)(C)(C)C1=C(C=NO1)C=1C=C(C(=O)O)C=C(C1)F